CN(C=1C=C(C(=O)O)C=CC1)C 3-(dimethyl-amino)benzoic acid